C(C)(C)OC1=CC2=C([Se]C(=C2)C(CC(C(=O)O)C)=O)C=C1OC 4-(5-isopropoxy-6-methoxybenzo[b]selenophen-2-yl)-2-methyl-4-oxo-butyric acid